C1=CC=CC=2C=CC=3NC=4C=CC5=C(C4C3C21)C=CC=C5 7H-dibenzo[c,g]carbazol